4-(3-Chlorophenyl)-1-{3-[(1S)-1-[(4-methyl-4H-1,2,4-triazol-3-yl)sulfanyl]ethyl]phenyl}-1H-1,2,3-triazole ClC=1C=C(C=CC1)C=1N=NN(C1)C1=CC(=CC=C1)[C@H](C)SC1=NN=CN1C